6-chloro-7-(3,5-dimethylpyridin-4-yl)-2,2-dimethyl-3,4-dihydro-2H-benzo[b][1,4]Oxazine ClC1=CC2=C(OC(CN2)(C)C)C=C1C1=C(C=NC=C1C)C